(2S,11aS)-8-(benzyloxy)-2,7-dimethoxy-1,2,3,10,11,11a-hexahydro-5H-benzo[e]pyrrolo[1,2-a][1,4]diazepin-5-one C(C1=CC=CC=C1)OC=1C(=CC2=C(NC[C@H]3N(C2=O)C[C@H](C3)OC)C1)OC